CN(C(=O)[C@H]1N(S(CC1)(=O)=O)C1=NC(=NC(=C1)C(F)(F)F)C)C=1C=C(C=CC1)C (S)-N-methyl-2-(2-methyl-6-(trifluoromethyl)pyrimidin-4-yl)-N-(m-tolyl)-isothiazolidine-3-carboxamide 1,1-dioxide